C(C)(C)N(P(OCCC#N)OCCCCCCNC(CCCC(NC(CCC(NCCOCCOCC#C)=O)(CCC(=O)NCCOCCOCC#C)CCC(NCCOCCOCC#C)=O)=O)=O)C(C)C 2-cyanoethyl (11,16,20-trioxo-14,14-bis(3-oxo-3-((2-(2-(prop-2-yn-1-yloxy)ethoxy)ethyl)amino)propyl)-4,7-dioxa-10,15,21-triazaheptacos-1-yn-27-yl) diisopropylphosphoramidite